ClC1=CC2=C(NC(O2)=O)C=C1CO 6-chloro-5-(hydroxymethyl)-3H-1,3-benzoxazol-2-one